C(C=C)(=O)OCCO acrylic acid, hydroxyethyl ester